ClC1=CC=C2CCCC(C2=C1)CNC=1C=NC=CC1C(=O)O 3-{[(7-chloro-1,2,3,4-tetrahydronaphthalen-1-yl)methyl]amino}pyridine-4-carboxylic acid